(S)-5-(3-chlorophenyl-ethyl)hexahydro-[1,2,3]oxathiazolo[3,4-a]pyrazine 1,1-dioxide ClC=1C=C(C=CC1)CCN1C[C@@H]2N(CC1)S(OC2)(=O)=O